Cl.COC1=C(C(=O)O)C=CC=C1 2-methoxybenzoate hydrochloride